CN1CCN(C[C@H](C1)C)[C@H](CCC)C=1N(C(C2=C(N1)C=CN=C2)=O)CC 2-((R)-1-((S)-4,6-dimethyl-1,4-diazepan-1-yl)butyl)-3-ethylpyrido[4,3-d]pyrimidin-4(3H)-one